(3-ethyloxetan-3-yl)methyl 4-methylbenzenesulfonate CC1=CC=C(C=C1)S(=O)(=O)OCC1(COC1)CC